C(C=C)OCC(C(=O)OC(C=C)(C)C)=C 1,1-dimethyl-2-propenyl α-allyloxymethylacrylate